(6-bromohexyl)-1-methylpiperidine ammonium bromide [Br-].[NH4+].BrCCCCCCC1N(CCCC1)C